2-[1-[6-methyl-2-[4-(methylcarbamoyl)-1-piperidinyl]-4-oxo-chromen-8-yl]ethylamino]benzoic acid CC=1C=C2C(C=C(OC2=C(C1)C(C)NC1=C(C(=O)O)C=CC=C1)N1CCC(CC1)C(NC)=O)=O